ClC1=C(C=CC=C1)CS(=O)(=O)NC1=C(C=CC(=C1)C(=O)N1CCC(CC1)C1=CC=C(C=C1)OC=1N=NC(=CC1)C(F)(F)F)N1CCN(CC1)CC 1-(2-chlorophenyl)-N-(2-(4-ethylpiperazin-1-yl)-5-(4-(4-((6-(trifluoromethyl)pyridazin-3-yl)oxy)phenyl)piperidine-1-carbonyl)phenyl)methanesulfonamide